di-n-hexyl-ethyl-bis-(2-ethoxyethoxy)silane C(CCCCC)C(C)([SiH](OCCOCC)OCCOCC)CCCCCC